C1(CCCC1)CC=1C=NNC1 4-(cyclopentylmethyl)-1H-pyrazole